(R)-3-((3-fluoro-2-methoxyphenyl)amino)-2-(isothiazolo[4,5-b]pyridin-7-yl)-7-(trifluoromethyl)-6,7-dihydropyrazolo[1,5-a]pyrazin-4(5H)-one FC=1C(=C(C=CC1)NC=1C(=NN2C1C(NC[C@@H]2C(F)(F)F)=O)C2=C1C(=NC=C2)C=NS1)OC